tert-Butyl (2S,5R)-2-(4-bromophenyl)-5-methyl-piperidine-1-carboxylate BrC1=CC=C(C=C1)[C@H]1N(C[C@@H](CC1)C)C(=O)OC(C)(C)C